tert-butyl cis-3-carbamoyl-5-hydroxy-piperidine-1-carboxylate C(N)(=O)[C@@H]1CN(C[C@@H](C1)O)C(=O)OC(C)(C)C